4-((5-Amino-3-chloropyridin-2-yl)oxy)-N-methyl-7-(2-oxopropoxy)quinoline-6-carboxamide NC=1C=C(C(=NC1)OC1=CC=NC2=CC(=C(C=C12)C(=O)NC)OCC(C)=O)Cl